CC1=C(CNC2=NC(=NC=C2C(=O)N)NC=2C=NN(C2)C)C(=CC=C1)Cl 4-[(2-methyl-6-chlorobenzyl)amino]-2-[(1-methyl-1H-pyrazol-4-yl)amino]pyrimidin-5-carboxamide